quinazolin-2-ol N1=C(N=CC2=CC=CC=C12)O